(1R,5S,6r)-6-(4-ethyl-5,5-dimethyl-4,5-dihydro-1,2,4-oxadiazol-3-yl)-3-azabicyclo[3.1.0]hexane TFA Salt OC(=O)C(F)(F)F.C(C)N1C(=NOC1(C)C)C1[C@H]2CNC[C@@H]12